C(C)(C)(C)OC(=O)N1CC(CC1)(F)C#CC1=C(C=C2C(=NC=NC2=C1)NC1=C(C(=CC=C1)Cl)F)[N+](=O)[O-] 3-((4-((3-chloro-2-fluorophenyl)amino)-6-nitroquinazolin-7-yl)ethynyl)-3-fluoropyrrolidine-1-carboxylic acid tert-butyl ester